2-aminooxetane NC1OCC1